ClC1=C(CNC(=O)[C@@]2(C=3C=CC=NC3[C@H](CC2)O)F)C(=CC(=C1)C(F)(F)F)Cl (5r,8s)-N-(2,6-dichloro-4-(trifluoromethyl)benzyl)-5-fluoro-8-hydroxy-5,6,7,8-tetrahydroquinoline-5-carboxamide